NC1=C(C2=C(C=3N=CC=NC3C(=C2)OC2CC(C2)F)NC1=O)C1=C2C=NNC2=C(C=C1)F 8-Amino-5-((1s,3s)-3-fluorocyclobutyl)oxy-7-(7-fluoro-1H-indazol-4-yl)-10H-pyrido[2,3-f]quinoxalin-9-one